C1(CCCCC1)C1NS(C2=C(N1)C=CC(=C2)C)(=O)=O 3-cyclohexyl-7-methyl-3,4-dihydro-2h-benzo[e][1,2,4]thiadiazine-1,1-dioxide